1-(2-(azetidin-1-yl)ethyl)-3-(4'-(4,4,5,5-tetramethyl-1,3,2-dioxaborolan-2-yl)-[1,1'-biphenyl]-4-yl)-1H-1,2,4-triazole N1(CCC1)CCN1N=C(N=C1)C1=CC=C(C=C1)C1=CC=C(C=C1)B1OC(C(O1)(C)C)(C)C